ClC1=C(C=CC(=C1)Cl)C[C@H](N)C(=O)O β-[2,4-dichlorophenyl]-alanine